NCCC1=CC(=NC=C1)C1=C(C=C(C#N)C=C1)OC=1N(N=C(C1)C1=NC=CC=C1)C 4-[4-(2-aminoethyl)pyridin-2-yl]-3-(2-methyl-5-pyridin-2-ylpyrazol-3-yl)oxybenzonitrile